methylcrotonate COC(\C=C\C)=O